CN1N=CC=2N=C(N=C(C21)NCC2=CC=C(C=C2)B(O)O)C 4-[([1,5-dimethylpyrazolo[4,3-d]pyrimidin-7-yl]amino)-methyl]phenylboronic acid